FC(C=1C(=C(C=CC1)[C@@H](C)NC(=O)C1=CN(C(C=C1NC1CCN(CC1)C)=O)C1CCOCC1)F)F (R)-N-(1-(3-(difluoromethyl)-2-fluorophenyl)ethyl)-4-((1-methylpiperidin-4-yl)amino)-6-oxo-1-(tetrahydro-2H-pyran-4-yl)-1,6-dihydropyridine-3-carboxamide